OC1=C(C(/C=C/C2=CC(=C(C=C2)OC)OC)=O)C(=CC=C1)OC 2'-Hydroxy-3,4,6'-trimethoxychalcone